BrCCN(C(OC(C)(C)C)=O)C tert-butyl (2-bromoethyl)(methyl)carbamate